COC(=O)[C@@]1([C@@H](C1)C=C)NC(=O)OC(C)(C)C (1R,2S)-1-(tert-Butoxycarbonylamino)-2-vinylcyclopropanecarboxylic acid methyl ester